CC1=C(C=NC(=C1)C(CC)=O)C1=NC=C2C=CN=CC2=C1 7-(4-methyl-6-propanoylpyridin-3-yl)-2,6-naphthyridin